bis(dimethylamino)methylsilylstyrene CN(C)C(N(C)C)[SiH2]C=CC1=CC=CC=C1